Cl.ClC1=C(C2=C(OC3=C2N=CN=C3NCC3CCC3)N=C1C)C 8-chloro-N-(cyclobutylmethyl)-7,9-dimethyl-pyrido[3',2':4,5]furo[3,2-d]pyrimidin-4-amine hydrochloride